6-(benzyloxy)-4-[(1-{2-[methyl(phenyl)amino]-2-oxoethyl}-1H-pyrazol-4-yl)methyl]-5-oxo-4,5-dihydrothieno[3,2-b]pyridine-7-carboxylic acid C(C1=CC=CC=C1)OC1=C(C2=C(N(C1=O)CC=1C=NN(C1)CC(=O)N(C1=CC=CC=C1)C)C=CS2)C(=O)O